FC(C1=NC(=NO1)C1=CC=C(C=C1)C(C)N1N=CC(=C1)C(=O)OCC)(F)F ethyl 1-[1-[4-[5-(trifluoromethyl)-1,2,4-oxadiazol-3-yl]phenyl]ethyl]-1H-pyrazole-4-carboxylate